2-[(2,6-xylyl)amino]-2-oxoacetic acid C1(=C(C=CC=C1C)C)NC(C(=O)O)=O